2-acryloyloxyhexadecyl-sodium C(C=C)(=O)OC(C[Na])CCCCCCCCCCCCCC